(9H-fluoren-9-yl)methyl 4-(N-(2-(2-(3-(tert-butoxy)-3-oxopropoxy)ethoxy)ethyl)-4-oxo-4-(perfluorophenoxy)butanamido)piperidine-1-carboxylate C(C)(C)(C)OC(CCOCCOCCN(C(CCC(OC1=C(C(=C(C(=C1F)F)F)F)F)=O)=O)C1CCN(CC1)C(=O)OCC1C2=CC=CC=C2C=2C=CC=CC12)=O